NC=1C=C(C=CC1N1CCCC1)/C=C/C(=O)C1=CC=C(C(=O)O)C=C1 4-[(E)-3-(3-Amino-4-pyrrolidin-1-ylphenyl)prop-2-enoyl]benzoic acid